N-(8-methyl-2-oxo-3,4-dihydro-1H-quinolin-6-yl)imidazole-1-carboxamide methyl-2-((4-methoxyphenyl)sulfonyl)cyclopentane-1-carboxylate COC(=O)C1C(CCC1)S(=O)(=O)C1=CC=C(C=C1)OC.CC=1C=C(C=C2CCC(NC12)=O)NC(=O)N1C=NC=C1